C1(=CC=C(C=C1)C1=CC(=CC2=NN(N=C21)C2=CC=C(C=C2)C=2C=NC=CC2)C2=CC=C(C=C2)C2=CC=CC=C2)C2=CC=CC=C2 4,6-bis(biphenyl-4-yl)-2-{4-(pyridin-3-yl)phenyl}-2H-benzotriazole